Cl.C(C)OC1=C(CNCC2CCNCC2)C=C(C=C1)OC N-(2-ethoxy-5-methoxybenzyl)-1-(piperidin-4-yl)methanamine hydrochloride